ClCC(=O)NCC1CCN(CC1)S(=O)(=O)C1=CC(=C(C=C1)C(F)(F)F)F 2-Chloro-N-((1-((3-fluoro-4-(trifluoromethyl)phenyl)sulfonyl)piperidin-4-yl)methyl)acetamide